1-butyl-3-methylimidazole dibutyl-phosphate salt C(CCC)OP(=O)(OCCCC)O.C(CCC)N1CN(C=C1)C